COC1=CC=2C3=C(NC2C=C1)CCCN3 8-methoxy-1,2,3,4-tetrahydro-5H-pyrido[3,2-b]indol